methyl-1-(((S)-oxetan-2-yl)methyl)-1H-benzo[d]Imidazole-6-carboxylic acid methyl ester COC(=O)C=1C=CC2=C(N(C(=N2)C)C[C@H]2OCC2)C1